CC1=C(C=CC=C1)NC(C1=CC(=CC=C1)NC1=CC=NC2=CC(=CC=C12)C(F)(F)F)=O N-(2-methylphenyl)-3-[(7-trifluoromethylquinolin-4-yl)amino]benzamide